C(C)(C)(C)[Si](OC[C@H]1NC([C@@H](N(C2=C(C1)C=CC(=C2)OC(C(C)=O)C)C)C(C)C)=O)(C2=CC=CC=C2)C2=CC=CC=C2 (2S,5S)-5-{[tert-butylbis(phenyl)siloxy]methyl}-2-isopropyl-1-methyl-9-(1-methyl-2-oxopropoxy)-1,4,5,6-tetrahydro-1,4-benzodiazocin-3(2H)-one